tris(3-methoxy-phenyl)phosphine oxide COC=1C=C(C=CC1)P(C1=CC(=CC=C1)OC)(C1=CC(=CC=C1)OC)=O